CC1(O[C@@H]2[C@H](O1)[C@H](CC2=O)C2=CC(=CC=C2)C=2C=NC=CC2)C (3aR,6R,6aR)-2,2-dimethyl-6-(3-(pyridin-3-yl)phenyl)tetrahydro-4H-cyclopenta[d][1,3]dioxol-4-one